BrCCOC1=CC(=C(C(=C1)F)O)F 4-(2-bromoethoxy)-2,6-Difluorophenol